5-[3-(5-{9-[(tert-butoxycarbonyl)amino] non-1-yn-1-yl}pyridin-3-yl)benzamido]-2-oxopyridin-1-ylacetate C(C)(C)(C)OC(=O)NCCCCCCCC#CC=1C=C(C=NC1)C=1C=C(C(=O)NC=2C=CC(N(C2)CC(=O)[O-])=O)C=CC1